2,2,6,6-tetramethylpiperidinyl-N-oxoammonium CC1(N(C(CCC1)(C)C)[NH+]=O)C